CC=1N=C2N(N=C(C=C2)B(O)O)C1 (2-methylimidazo[1,2-b]pyridazin-6-yl)boronic acid